O1C(CCCC1)CNC(=O)C=1N=C(OC1)COC=1C=CC=C2C=CC=NC12 2-(Quinolin-8-yloxymethyl)-oxazole-4-carboxylic acid (tetrahydro-pyran-2-ylmethyl)-amide